OC(=O)C(F)(F)F.CC1(CC(=NO1)C1([C@H]2CNC[C@@H]12)C)C (1r,5s,6r)-6-(5,5-dimethyl-4,5-dihydro-1,2-oxazol-3-yl)-6-methyl-3-azabicyclo[3.1.0]Hexane TFA salt